ClC1=CC(=C(N=N1)C1=CC=CC=C1)O 6-chloro-4-hydroxy-3-phenylpyridazine